N-((1-(1-(cis-4-isopropylcyclohexyl)piperidin-4-yl)-1H-indole-2-yl)methyl)methanesulfonamide C(C)(C)[C@H]1CC[C@H](CC1)N1CCC(CC1)N1C(=CC2=CC=CC=C12)CNS(=O)(=O)C